ClC=1C=CC2=C(CCC=3C(=NC=CC3)C2)C1 8-chloro-5,6-dihydro-11H-benzo[5,6]-cyclohepta[1,2-b]pyridine